C(#N)C1=CC(=C(OC2=NC=C(C=C2C(=O)O)C(F)(F)F)C=C1)OC 2-(4-cyano-2-methoxy-phenoxy)-5-(trifluoromethyl)pyridine-3-carboxylic acid